phenyl ((1S)-1-cyclohexyl-2-((2-((R)-4-isopropyl-2-oxoimidazolidin-1-yl)-2-(methylcarbamoyl)-2,3-dihydro-1H-inden-5-yl)amino)-2-oxoethyl)carbamate C1(CCCCC1)[C@@H](C(=O)NC=1C=C2CC(CC2=CC1)(C(NC)=O)N1C(N[C@@H](C1)C(C)C)=O)NC(OC1=CC=CC=C1)=O